3-[(1-ethyl-1H-pyrazol-4-yl)methyl]-1-{2-fluoro-5-[(2R)-2-methylmorpholin-4-yl]-3-(trifluoromethyl)phenyl}-4-methyl-1,3-dihydro-2H-imidazol-2-one C(C)N1N=CC(=C1)CN1C(N(C=C1C)C1=C(C(=CC(=C1)N1C[C@H](OCC1)C)C(F)(F)F)F)=O